C1(CCCC1)S(=O)(=O)C=1N=CC2=C(N1)CCN(C2=O)CCC(=O)OC(C)(C)C tert-butyl 3-(2-cyclopentanesulfonyl-5-oxo-7,8-dihydropyrido[4,3-d]pyrimidin-6(5H)-yl)propanoate